F[C@H]1C[C@H](CN(C1)C)NC=1C=NN(C1)C (3R,5S)-5-fluoro-1-methyl-N-(1-methylpyrazol-4-yl)piperidin-3-amine